2-(4-allyl-4-methylpiperidin-1-yl)-N-(6-(but-3-en-1-ylamino)-5-(1H-pyrazol-1-yl)pyridin-2-yl)-4-chlorobenzamide C(C=C)C1(CCN(CC1)C1=C(C(=O)NC2=NC(=C(C=C2)N2N=CC=C2)NCCC=C)C=CC(=C1)Cl)C